2-oxabicyclo[2.2.1]heptan-4-amine hydrochloride Cl.C12OCC(CC1)(C2)N